C[C@@H]1N(C2=CC=CC=C2[C@@H](C1)NCC1=CC=C(C(=O)N2CC(C2)C(=O)O)C=C1)C(CC)=O |o1:1,9| 1-(4-((((2S*,4R*)-2-Methyl-1-propionyl-1,2,3,4-tetrahydroquinolin-4-yl)amino)methyl)benzoyl)azetidine-3-carboxylic acid